(S)-2-(1-(7-fluoroquinolin-6-yl)ethyl)isoindole-1,3-dione FC1=C(C=C2C=CC=NC2=C1)[C@H](C)N1C(C2=CC=CC=C2C1=O)=O